P(O)(=O)(OP(=O)(O)OP(=O)(O)O)OC[C@@H]1[C@H]([C@H]([C@@H](O1)C1=CN(C(=O)NC1=O)CC)O)O 1-ethylpseudouridine-5'-triphosphate